ClC=1C=C2C(=C3C1NC(NC31CCCCC1)=O)OC(=N2)CNCC2NCCCC2 5-chloro-2-({[(piperidin-2-yl)methyl]amino}methyl)-7,8-dihydro-6H-spiro[[1,3]oxazolo[5,4-f]quinazoline-9,1'-cyclohexan]-7-one